C1[C@H]2N(CCN1C1=CN3C(=NC=CC3=O)S1)CCC2 2-[(8aS)-3,4,6,7,8,8a-hexahydro-1H-pyrrolo[1,2-a]pyrazin-2-yl]thiazolo[3,2-a]pyrimidin-5-one